O1N=CCC1C(=O)N 4,5-dihydroisooxazole-5-carboxamide